C1=CC=CC=2C3=CC=CC=C3C(C12)COC(=O)N(C(C(=O)OC(C)(C)C)CC=1C=NC(=CC1)C)C tert-Butyl 2-((((9H-fluoren-9-yl)methoxy) carbonyl)(methyl)amino)-3-(6-methylpyridin-3-yl)propanoate